bis(4-aminophenyl)-4,4'-bipyridine dichloride [Cl-].[Cl-].NC1=CC=C(C=C1)C=1C(=NC=CC1C1=CC=NC=C1)C1=CC=C(C=C1)N